2-[3-(6-methyl-2-pyridyl)-1H-pyrazol-4-yl]-7-phenyl-1,5-naphthyridine CC1=CC=CC(=N1)C1=NNC=C1C1=NC2=CC(=CN=C2C=C1)C1=CC=CC=C1